2-acetamido-4-methyl-5-nitrobenzoic acid C(C)(=O)NC1=C(C(=O)O)C=C(C(=C1)C)[N+](=O)[O-]